phenylethyl-thioether C1(=CC=CC=C1)SCC